7-(3-(4-fluoro-2-methylphenyl)-7,8-dihydro-1,6-naphthyridin-6(5H)-yl)-8-methyl-4H-pyrimido[1,2-b]pyridazin-4-one FC1=CC(=C(C=C1)C=1C=NC=2CCN(CC2C1)C=1C(=CC=2N(N1)C(C=CN2)=O)C)C